(R)-3-(4-((4-((R)-3-amino-2-hydroxypropoxy)-3-methylphenyl)ethynyl)-2-methylphenoxy)propane NC[C@H](COC1=C(C=C(C=C1)C#CC1=CC(=C(OCCC)C=C1)C)C)O